2-benzyl-2-ethyl-N-(8-fluoro-3-quinolyl)-4-methyl-pent-4-enamide C(C1=CC=CC=C1)C(C(=O)NC=1C=NC2=C(C=CC=C2C1)F)(CC(=C)C)CC